N(=[N+]=[N-])C1=CC=C(C(=O)CSC=2C(=NC(NC2)=O)N)C=C1 5-[(4-azidobenzoylmethyl)thio]cytosine